(R)-4-(2-(1-(2-azaspiro[3.4]octan-6-yl)piperidin-4-yl)phenyl)cyclohexan-1-ol C1NCC12C[C@@H](CC2)N2CCC(CC2)C2=C(C=CC=C2)C2CCC(CC2)O